3-methylpyrrolium chloride [Cl-].CC1=C[NH2+]C=C1